C(C)OC(=O)C=1SC2=C(N1)CCC1(C(NC3=NC=CC=C31)=O)C2 2'-oxo-1',2',4,7-tetrahydro-5H-spiro[benzo[d]thiazole-6,3'-pyrrolo[2,3-b]pyridine]-2-carboxylic acid ethyl ester